C=C(C)C=1C=C(OC2=NC=CC=C2NC(=O)NC2=CC=C(C=C2)OC(F)(F)F)C=CC1 1-(2-(3-(prop-1-en-2-yl)phenoxy)pyridin-3-yl)-3-(4-(trifluoromethoxy)phenyl)urea